adamantane-1,3,5,7-tetracarboxylic acid C12(CC3(CC(CC(C1)(C3)C(=O)O)(C2)C(=O)O)C(=O)O)C(=O)O